1,1'-biphenyl-2,2'-diamine C=1(C(=CC=CC1)N)C=1C(=CC=CC1)N